COC=1C=C(N)C=C(C1)N1CCOCC1 3-methoxy-5-morpholinyl-aniline